N-allyl-N-[[4-[5-(trifluoromethyl)-1,2,4-oxadiazol-3-yl]phenyl]-methyl]acetamide methyl-2-[[[[[(4,6-dimethoxy-2-pyrimidinyl)amino]carbonyl]amino]-sulfonyl]methyl]benzoate COC(C1=C(C=CC=C1)CS(=O)(=O)NC(=O)NC1=NC(=CC(=N1)OC)OC)=O.C(C=C)N(C(C)=O)CC1=CC=C(C=C1)C1=NOC(=N1)C(F)(F)F